1-(6-(4,4-difluorocyclohexyl)pyridin-3-yl)-3-(5-methyl-1H-pyrrolo[2,3-b]pyridin-3-yl)urea FC1(CCC(CC1)C1=CC=C(C=N1)NC(=O)NC1=CNC2=NC=C(C=C21)C)F